COC1=C(C(=CC(=C1)C(=O)N1CCN(C2CC2C1)C)OC)S(=O)(=O)N 2,6-dimethoxy-4-(2-methyl-2,5-diazabicyclo[5.1.0]octane-5-carbonyl)benzenesulfonamide